((3R,5R)-5-((1H-1,2,4-triazole-1-yl)methyl)-5-(2,4-difluorophenyl)tetrahydrofuran-3-yl)methanol N1(N=CN=C1)C[C@@]1(C[C@@H](CO1)CO)C1=C(C=C(C=C1)F)F